BrC=1C=C2C(=NC=NC2=CC1)NC1=CC(=C(OC2=CC(N(C=C2)C(F)F)=O)C=C1)C 4-[4-[(6-bromoquinazolin-4-yl)amino]-2-methylphenoxy]-1-(difluoromethyl)pyridin-2-one